(2S,6R)-2-hydroxy-2-methyl-6-methylamino-6-(4-(trifluoromethyl)phenyl)cyclohexan-1-one fumarate C(\C=C\C(=O)O)(=O)O.O[C@@]1(C([C@@](CCC1)(C1=CC=C(C=C1)C(F)(F)F)NC)=O)C